(Z)-3-(1-(4-amino-2-fluoro-but-2-en-1-yl)-6-(trifluoromethyl)-1H-benzo[d]imidazol-4-yl)-N-cyclopropylbenzenesulfonamide NC\C=C(\CN1C=NC2=C1C=C(C=C2C=2C=C(C=CC2)S(=O)(=O)NC2CC2)C(F)(F)F)/F